NC=1C2=C(N=C(N1)[2H])C=CC(=N2)C=2C=C(C=CC2)C2=CC(=NN2C)[C@@]2(C(N(CC2)C)=O)O (S)-3-(5-(3-(4-aminopyrido[3,2-d]pyrimidin-6-yl-2-d)phenyl)-1-methyl-1H-pyrazol-3-yl)-3-hydroxy-1-methylpyrrolidin-2-one